Methyl 3-[4-(ethylsulfonimidoyl)-3,5-dimethyl-anilino]5-methyl-6-(1-methylbenzimidazol-4-yl)pyrazine-2-carboxylate C(C)S(=O)(=N)C1=C(C=C(NC=2C(=NC(=C(N2)C)C2=CC=CC=3N(C=NC32)C)C(=O)OC)C=C1C)C